FC1=CC=CC2=C1C1NC(N(C(O2)(C1)C)C=1C=C(C(=O)O)C=CC1)=O 3-(7-fluoro-2-methyl-4-oxo-5,6-dihydro-2H-2,6-methanobenzo[g][1,3,5]oxadiazocine-3(4H)-yl)benzoic acid